5-[2-Methoxy-4-(trifluoromethoxy)phenoxy]-3-methyl-4-(4,4,5,5-tetramethyl-1,3,2-dioxaborolan-2-yl)-2-(trifluoromethyl)pyridine COC1=C(OC=2C(=C(C(=NC2)C(F)(F)F)C)B2OC(C(O2)(C)C)(C)C)C=CC(=C1)OC(F)(F)F